(E)-4-(5-bromo-2-chloropyridin-3-yl)but-3-en-1,2-diol BrC=1C=C(C(=NC1)Cl)/C=C/C(CO)O